C(C1=CC=CC=C1)SC=1N(C(=CC1)C)C1=NC=CC=C1 2-(2-(benzylthio)-5-methyl-1H-pyrrol-1-yl)pyridine